C(C)(C)(C)OC(=O)N1C2CC(CC1CC2)OC2=CC(=C1C(=N2)C(=CS1)C(NC)=O)C(F)(F)F (+/-)-endo-3-((3-(methylcarbamoyl)-7-(trifluoromethyl)thieno[3,2-b]pyridin-5-yl)oxy)-8-azabicyclo[3.2.1]octane-8-carboxylic acid tert-butyl ester